4-hydroxy-N-((R)-(4-(4-methylthiazol-5-yl)phenyl)(oxetan-3-yl)methyl)pyrrolidine-2-carboxamide OC1CC(NC1)C(=O)N[C@H](C1COC1)C1=CC=C(C=C1)C1=C(N=CS1)C